2-({(1R)-1-[1-Benzyl-4-(2,5-difluorophenyl)-1H-imidazol-2-yl]-2,2-dimethylpropyl}[3-(1,3-dioxo-1,3-dihydro-2H-isoindol-2-yl)propyl]amino)-2-oxoethylacetat C(C1=CC=CC=C1)N1C(=NC(=C1)C1=C(C=CC(=C1)F)F)[C@@H](C(C)(C)C)N(C(CCC(=O)[O-])=O)CCCN1C(C2=CC=CC=C2C1=O)=O